2-((4-(5-(1H-pyrazol-1-yl)pyridin-3-yl)-1H-1,2,3-triazol-1-yl)methyl)imidazo[1,2-a]pyridine-6-formaldehyde N1(N=CC=C1)C=1C=C(C=NC1)C=1N=NN(C1)CC=1N=C2N(C=C(C=C2)C=O)C1